3-Bromo-1-benzothiophene-5-carbonitrile BrC1=CSC2=C1C=C(C=C2)C#N